C(COCCOCCO)O 3,6-dioxa-1,8-octanediol